CN1CCN(CC1)C1=CC(=C(C=C1)OC1CCOCC1)[N+](=O)[O-] 1-methyl-4-(3-nitro-4-((tetrahydro-2H-pyran-4-yl)oxy)phenyl)piperazine